(1S,3S)-3-((6-(5-(((Benzyl(methyl)carbamoyl)oxy)methyl)-1-methyl-1H-pyrazol-4-yl)-2-methylpyridin-3-yl)oxy)cyclohexan C(C1=CC=CC=C1)N(C(=O)OCC1=C(C=NN1C)C1=CC=C(C(=N1)C)OC1CCCCC1)C